C(C)(C)(C)C1=C(C(=CC(=C1)C1=C2N(C=3C=C4C(=CC13)C=CC=C4)C=CC(=C2)Cl)C(C)(C)C)O 2,6-di-tert-butyl-4-(2-chlorobenzo[f]pyrido[1,2-a]indol-12-yl)phenol